(6-amino-5-methylpyridin-3-yl)-2-(6-(benzo[d]thiazol-5-yl)-3-methylcyclohex-3-en-1-yl)-2-oxoacetamide NC1=C(C=C(C=N1)NC(C(=O)C1CC(=CCC1C=1C=CC2=C(N=CS2)C1)C)=O)C